7-cyclopentyl-2-((5-(4-(2-(2,4-dioxotetrahydropyrimidin-1(2H)-yl)benzyl)piperazin-1-yl)pyridin-2-yl)amino)-N,N-dimethyl-7H-pyrrolo[2,3-d]pyrimidine-6-carboxamide C1(CCCC1)N1C(=CC2=C1N=C(N=C2)NC2=NC=C(C=C2)N2CCN(CC2)CC2=C(C=CC=C2)N2C(NC(CC2)=O)=O)C(=O)N(C)C